tert-Butyl 2-(4-phenylpiperidin-1-yl)benzo[4,5]imidazo[1,2-a]pyrimidine-9-carboxylate C1(=CC=CC=C1)C1CCN(CC1)C1=NC=2N(C=C1)C1=C(N2)C(=CC=C1)C(=O)OC(C)(C)C